(E)-4-(3-aminophenyl)-2-methylbut-3-yn-2-ol NC=1C=C(C=CC1)C#CC(C)(O)C